7'-bromo-2',3'-dihydro-1'H-spiro[cyclopropan-1,4'-isoquinoline]-1'-one BrC1=CC=C2C3(CNC(C2=C1)=O)CC3